NC(CC)(C(CCC)O)CC 3-amino-3-ethyl-4-heptanol